NC1=C(C=C(C=N1)C=1C=C2N(N1)CC[C@]21CN(CC1)C(=O)NC1(CC1)C1=CC=NC=C1)C(F)(F)F (3R)-2'-[6-amino-5-(trifluoromethyl)pyridin-3-yl]-N-[1-(pyridin-4-yl)cyclopropyl]-5',6'-dihydrospiro[pyrrolidine-3,4'-pyrrolo[1,2-b]pyrazole]-1-carboxamide